2-CHLORO-3-FLUORO-6-HYDROXY-BENZALDEHYDE ClC1=C(C=O)C(=CC=C1F)O